CS(=O)(=O)N1CCN(CC1)CC=1C=CC(=NC1)N 5-((4-(methylsulfonyl)piperazin-1-yl)methyl)pyridin-2-amine